2-(Benzo-[b]thiophen-2-yl)-4-(4-chlorophenyl)-6-phenyl-1,3,5-triazine S1C2=C(C=C1C1=NC(=NC(=N1)C1=CC=C(C=C1)Cl)C1=CC=CC=C1)C=CC=C2